L-2,4,6-trichlorophenol ClC1=C(C(=CC(=C1)Cl)Cl)O